Butoxyformylhydrazine C(CCC)OC(=O)NN